ClC=1C=C2C=NN(C2=C(C1)B1OC(C(O1)(C)C)(C)C)C 5-chloro-1-methyl-7-(4,4,5,5-tetramethyl-1,3,2-dioxaborolan-2-yl)-1H-indazole